4,4'-(hexahelicene-2,15-diylbis(ethyne-2,1-diyl))dibenzonitrile C1=C(C=CC2=CC=C3C=CC4=CC=C5C=CC6=CC=C(C=C6C5=C4C3=C12)C#CC1=CC=C(C#N)C=C1)C#CC1=CC=C(C#N)C=C1